CC1=CC=C(C=N1)C1=CC=C(ON2N=NC(=C2)C(=O)O)C=C1 (4-(6-methylpyridin-3-yl)phenoxy)-1H-1,2,3-triazole-4-carboxylic acid